N1(N=NC=C1)CCC(=O)N1CC(=CCC1)C=1NC2=C(C=C(C=C2C1)C(=O)N(C)C)Cl 2-(1-(3-(1H-1,2,3-triazol-1-yl)propanoyl)-1,2,5,6-tetrahydropyridin-3-yl)-7-chloro-N,N-dimethyl-1H-indole-5-carboxamide